C(C)N(C=1C=C2CN(C(C2=CC1)=O)C1=CC2=C(NC(=N2)C2=CC=C(C=C2)OC)C=C1)CC 5-(diethylamino)-2-(2-(4-methoxyphenyl)-1H-benzimidazol-5-yl)isoindolin-1-one